(S)-4-(5-(3,5-dichlorophenyl)-5-(trifluoromethyl)-4,5-dihydroisoxazol-3-yl)-2-methyl-benzoic acid methyl ester COC(C1=C(C=C(C=C1)C1=NO[C@](C1)(C(F)(F)F)C1=CC(=CC(=C1)Cl)Cl)C)=O